Di-Sodium Edetate C(N(CC(=O)[O-])CC(=O)O)CN(CC(=O)O)CC(=O)[O-].[Na+].[Na+]